[NH+]=1NN=NC1.CN(CCCN)C 3-dimethylaminopropylamine tetrazolium salt